C(C)(C)(C)OC(=O)N1[C@@H](C[C@H](C1)NS(=O)(=O)CC)NC=O (2S,4R)-2-formylamino-4-(ethylsulfonylamino)pyrrolidine-1-carboxylic acid tert-butyl ester